FC=1C=C(C=CC1)/C=C/C(=O)C1=C(C=C(C=C1)OC)O (E)-3-(3-Fluorophenyl)-1-(2-hydroxy-4-methoxyphenyl)prop-2-en-1-one